2-((1r,2r)-1-(2-cyanophenyl)-1-(2,4-difluorophenyl)propan-2-yl)-5-hydroxy-N-(isoxazol-4-yl)-1-methyl-6-oxo-1,6-dihydropyrimidine-4-carboxamide C(#N)C1=C(C=CC=C1)[C@@H]([C@@H](C)C=1N(C(C(=C(N1)C(=O)NC=1C=NOC1)O)=O)C)C1=C(C=C(C=C1)F)F